4-(6-fluoropyridin-3-yl)-6-(1-((trans)-4-(2-hydroxyethyl)cyclohexyl)-1H-pyrazol-4-yl)pyrazolo[1,5-a]pyridine-3-carbonitrile FC1=CC=C(C=N1)C=1C=2N(C=C(C1)C=1C=NN(C1)[C@@H]1CC[C@H](CC1)CCO)N=CC2C#N